tert-butyl (2S,4R)-4-azido-2-cyclopropyl-piperidine-1-carboxylate N(=[N+]=[N-])[C@H]1C[C@H](N(CC1)C(=O)OC(C)(C)C)C1CC1